5,5,7,7-tetramethyl-2-(2-(trifluoromethyl)benzoylamino)-5,7-dihydro-4H-thieno[2,3-c]pyran-3-carboxamide CC1(CC2=C(C(O1)(C)C)SC(=C2C(=O)N)NC(C2=C(C=CC=C2)C(F)(F)F)=O)C